[N+](=O)([O-])C1=C(C#N)C=CC=C1C1=CC(=C(C=C1)C)C 2-Nitro-3-(3,4-dimethylphenyl)benzonitrile